N-(5-(methoxymethyl)-4'-((6-methyl-2-(tetrahydrofuran-3-yl)pyrimidin-4-yl)amino)-[2,3'-bipyridin]-6'-yl)acetamide COCC=1C=CC(=NC1)C=1C=NC(=CC1NC1=NC(=NC(=C1)C)C1COCC1)NC(C)=O